(3R,7R)-2-(3,4-dichlorobenzoyl)-3,7-dimethyl-9-((R*)-1-(pyridin-2-yl)ethyl)-1,2,3,4,8,9-hexahydropyrido[4',3':3,4]pyrazolo[1,5-a]pyrazin-10(7H)-one ClC=1C=C(C(=O)N2CC=3C(=NN4C3C(N(C[C@H]4C)[C@H](C)C4=NC=CC=C4)=O)C[C@H]2C)C=CC1Cl |o1:18|